2,6-dimethyl-4-tertiary butyl-phenol CC1=C(C(=CC(=C1)C(C)(C)C)C)O